C1=CC=CC2=C1CCC(CC2)=O 8,9-dihydro-5H-benzo[7]annulen-7(6H)-one